COCC1(N(CCN(C1)C(=O)OC(C)(C)C)C(=O)OC(C)(C)C)C(=O)OC 1,4-di-tert-butyl 2-methyl 2-(methoxymethyl)piperazine-1,2,4-tricarboxylate